[Br-].CN(C(CC(C=C)C)=[S+]CC=C)C [1-(dimethylamino)-3-methyl-4-pentenylidene]-2-propenyl-sulfonium bromide